CCC1(C(=O)NC(=NC1=O)[O-])C2=CC=CC=C2.[Na+] The molecule is a barbiturate that is the sodium salt of phenobarbital (barbituric acid substituted at C-5 by ethyl and phenyl groups). It is an organic sodium salt and a member of barbiturates. It contains a phenobarbital.